6-((((1-Hydroxycyclobutyl)methyl)amino)methyl)-4-(trifluoromethyl)isoindolin-1-one OC1(CCC1)CNCC1=CC(=C2CNC(C2=C1)=O)C(F)(F)F